C1(CC1)C=1C=C(C=NC1OC)CN1C[C@@H](NCC1)C1=C(C=CC=C1)OC(C)C (3S)-1-[(5-cyclopropyl-6-methoxypyridin-3-yl)methyl]-3-(2-isopropoxyphenyl)piperazine